C(C)(C)(C)C=1C=C(C(=C(C1)C1=CC=CC=C1)N)C1=CC=CC=C1 5'-(Tert-butyl)-[1,1':3',1''-terphenyl]-2'-amine